2-(3,4-Dimethyl-1-piperidyl)-6-(3-fluoro-5-isobutoxyphenyl)-N-(1H-pyrazol-5-ylsulfonyl)pyridin-3-carboxamid CC1CN(CCC1C)C1=NC(=CC=C1C(=O)NS(=O)(=O)C1=CC=NN1)C1=CC(=CC(=C1)OCC(C)C)F